(2S,3R)-5,7-bis(benzyloxy)-2-(3,4-bis(benzyloxy)-5-methoxyphenyl)chroman-3-yl 3,4,5-tris(benzyloxy)-2-fluorobenzoate C(C1=CC=CC=C1)OC=1C(=C(C(=O)O[C@H]2[C@@H](OC3=CC(=CC(=C3C2)OCC2=CC=CC=C2)OCC2=CC=CC=C2)C2=CC(=C(C(=C2)OC)OCC2=CC=CC=C2)OCC2=CC=CC=C2)C=C(C1OCC1=CC=CC=C1)OCC1=CC=CC=C1)F